cobalt (II) acetate cobalt [Co+2].C(C)(=O)[O-].[Co+2].C(C)(=O)[O-].C(C)(=O)[O-].C(C)(=O)[O-]